2-(5-chloro-2-oxobenzo[d]oxazol-3(2H)-yl)acetamide ClC=1C=CC2=C(N(C(O2)=O)CC(=O)N)C1